C(C1=CC(C(=O)O)=CC=C1)(=O)O.O1C=CC2=C1C=CC=C2 benzofuran isophthalate